BrC1=CC=C(C=C1)C1=CN(CC2=C1N=C(N=C2)NCC(F)(F)F)C=2C=C1C=CC=NC1=CC2 8-(4-bromophenyl)-6-(quinolin-6-yl)-2-((2,2,2-trifluoroethyl)amino)pyrido[4,3-d]pyrimidin